7-methylcoumarin CC1=CC=C2C=CC(OC2=C1)=O